8-chloro-3-(3-(4-chloro-3-trifluoromethylphenyl)ureido)-N-(2-hydroxyethyl)-2,3,4,9-tetrahydro-1H-carbazole-5-carboxamide ClC1=CC=C(C=2C=3CC(CCC3NC12)NC(=O)NC1=CC(=C(C=C1)Cl)C(F)(F)F)C(=O)NCCO